6-(7-Fluoro-2-methyl-2H-indazol-5-yl)-2-(piperidin-4-yl)[1,3]thiazolo[4,5-c]pyridin-Hydrochlorid Cl.FC1=CC(=CC2=CN(N=C12)C)C1=CC2=C(C=N1)N=C(S2)C2CCNCC2